N1=CC(=C2N1C=CC=N2)C(=O)O.C(C)(C)(C)C=2C=C(C=C(C2O)C(C)(C)C)CCC (3,5-di-t-butyl-4-hydroxyphenyl)propane pyrazolo[1,5-a]pyrimidine-3-carboxylate